O=C(C(=O)N1CCC(CC1)NC([O-])=O)C (1-(2-oxopropionyl)piperidin-4-yl)carbamate